3-methoxy-4-(3-morpholinopropoxy)benzaldehyde COC=1C=C(C=O)C=CC1OCCCN1CCOCC1